CS(=O)(=O)C1=CC=C(C=C1)NC1=NC=C2C(=N1)N(N=C2)CC2CCC(CC2)N2CCCC2 N-(4-(methylsulfonyl)phenyl)-1-((4-(pyrrolidin-1-yl)cyclohexyl)methyl)-1H-pyrazolo[3,4-d]pyrimidin-6-amine